methyl (3R,4S)-1-benzyl-4-[[3-(5-methyl-1,2,4-oxadiazol-3-yl)benzoyl]amino]pyrrolidine-3-carboxylate C(C1=CC=CC=C1)N1C[C@H]([C@@H](C1)NC(C1=CC(=CC=C1)C1=NOC(=N1)C)=O)C(=O)OC